10-oxo-1,9-diazatricyclo[6.4.1.04,13]trideca-2,4(13),5,7-tetraene-2-carboxylic acid O=C1NC2=CC=CC=3C=C(N(CC1)C32)C(=O)O